(S)-1-(3-((4-((4-((2-oxabicyclo[2.1.1]hexan-4-yl)methoxy)-2,3-difluorophenyl)amino)pyrido[3,2-d]pyrimidin-6-yl)oxy)pyrrolidin-1-yl)prop-2-en-1-one C12OCC(C1)(C2)COC2=C(C(=C(C=C2)NC=2C1=C(N=CN2)C=CC(=N1)O[C@@H]1CN(CC1)C(C=C)=O)F)F